COC([C@@H](NC(C1=CC(=CC=C1)[N+](=O)[O-])=O)C)=O (3-Nitrobenzoyl)-L-alanine methyl ester